C(C)(C)C1(C2=C(N=C(N1)NC1=CC=C(C=C1)N1CCN(CC1)C)SC=C2C)N 4-isopropyl-5-methyl-N2-(4-(4-methylpiperazin-1-yl)phenyl)thieno[2,3-d]pyrimidine-2,4-diamine